1,1-di(tert-butylperoxy)-3,3,5-trimethyl-cyclohexane tert-butyl-(S)-6-hydroxy-4-((tetrahydrofuran-3-yl)amino)isoindoline-2-carboxylate C(C)(C)(C)OC(=O)N1CC2=CC(=CC(=C2C1)N[C@@H]1COCC1)O.C(C)(C)(C)OOC1(CC(CC(C1)C)(C)C)OOC(C)(C)C